C(C)C1=NN(C=C1C(=O)OCCC(C1=C(C=CC=C1)OC)(F)F)CCC1=CC=C(C=C1)CC#N 3,3-difluoro-3-(2-methoxyphenyl)propanol ethyl-1-(4-(cyanomethyl)phenethyl)-1H-pyrazole-4-carboxylate